Isopropyl ((S)-(((2R,3S,5R)-5-(4-amino-2-chloro-7H-pyrrolo[2,3-d]pyrimidin-7-yl)-2-ethynyl-3-hydroxytetrahydrofuran-2-yl)methoxy)(phenoxy)phosphoryl)-L-alaninate NC=1C2=C(N=C(N1)Cl)N(C=C2)[C@H]2C[C@@H]([C@@](O2)(C#C)CO[P@](=O)(OC2=CC=CC=C2)N[C@@H](C)C(=O)OC(C)C)O